1-oxopropane-1,2,3-tricarboxylic acid O=C(C(CC(=O)O)C(=O)O)C(=O)O